C1(=CC=CC=C1)[C@H](CC(=O)OCC)C1(CC1)C(F)(F)F ethyl (3S)-3-phenyl-3-[1-(trifluoromethyl)cyclopropyl]propanoate